(3R)-7-[2-(1-acetyl-5,5-difluoro-3-piperidyl)tetrazol-5-yl]-3-amino-5-[(4-chlorophenyl)methyl]-8-fluoro-1,1-dioxo-2,3-dihydro-1lambda6,5-benzothiazepin-4-one C(C)(=O)N1CC(CC(C1)(F)F)N1N=C(N=N1)C=1C(=CC2=C(N(C([C@H](CS2(=O)=O)N)=O)CC2=CC=C(C=C2)Cl)C1)F